(2R,3R,4R,5R)-2-(4-aminopyrrolo[2,1-f][1,2,4]triazin-7-yl)-2-cyano-5-((propionyloxy)methyl)tetrahydrofuran-3,4-diyl dipropionate C(CC)(=O)O[C@H]1[C@](O[C@@H]([C@H]1OC(CC)=O)COC(CC)=O)(C#N)C1=CC=C2C(=NC=NN21)N